ClC1=NC(=C2N=CN(C2=N1)C)NC=1C(=NN(C1)CCOCCON(C(OC(C)(C)C)=O)C)OC tert-butyl N-[2-[2-[4-[(2-chloro-9-methyl-purin-6-yl)amino]-3-methoxy-pyrazol-1-yl]ethoxy]ethoxy]-N-methylcarbamate